O1CCNCCC1 1,4-Oxazepan